4-(6-(4-aminopiperidin-1-yl)-4-(cyclobutylmethoxy)-3-(3-hydroxy-4-methoxyphenyl)pyridin-2-yl)-2-fluorobenzonitrile hydrochloride Cl.NC1CCN(CC1)C1=CC(=C(C(=N1)C1=CC(=C(C#N)C=C1)F)C1=CC(=C(C=C1)OC)O)OCC1CCC1